CNC(C1=CC=C(C=C1)[C@@H](C1=CC=NC=C1)OC1=CC=C2C(CCOC2=C1)=O)=O (S)-N-methyl-4-(((4-oxochroman-7-yl)oxy)(pyridin-4-yl)methyl)benzamide